C1(=CC(=CC(=C1)O)O)C1=CC(=CC(=C1)O)O 3,5,3',5'-biphenyltetrol